C(CCC\C=C/CC)OC(CCC(=O)OCCCCCCN(CCCCCCCC(=O)OCC#CCCCCC)CCO)OCCCC\C=C/CC oct-2-yn-1-yl 8-((6-((4,4-bis(((Z)-oct-5-en-1-yl)oxy)butanoyl)oxy)hexyl)(2-hydroxyethyl)amino)octanoate